methyl 5-chloro-2-hydroxy-6-methoxy-3-nitrobenzoate ClC=1C=C(C(=C(C(=O)OC)C1OC)O)[N+](=O)[O-]